CC=1C2=C(N3C1CN(CC3)C(CC3CCCO3)=O)N=CC(=C2)C(F)(F)F 5-(2-(5-methyl-3-(trifluoromethyl)-8,9-dihydropyrido[3',2':4,5]pyrrolo[1,2-a]pyrazin-7(6H)-yl)-2-oxoethyl)tetrahydrofuran